zinc bisoctyl dithiophosphate P(=S)(SCCCCCCCC)(OCCCCCCCC)[O-].[Zn+2].C(CCCCCCC)SP(=S)(OCCCCCCCC)[O-]